4-hydroxy-N,N-dimethyl-4-[(1-{5-[4-(morpholin-4-yl)piperidin-1-yl]pyridin-3-yl}-4-oxo-1H,4H,5H-pyrazolo[3,4-d]pyrimidin-5-yl)methyl]piperidine-1-carboxamide OC1(CCN(CC1)C(=O)N(C)C)CN1C=NC2=C(C1=O)C=NN2C=2C=NC=C(C2)N2CCC(CC2)N2CCOCC2